N-cyclohexyl-4-[2-fluoro-5-[[1-methyl-6-oxo-4-(trifluoromethyl)pyridine-3-carbonyl]amino]-4-[rac-(3R,5S)-3,4,5-trimethylpiperazin-1-yl]phenyl]-1,3-thiazole-2-carboxamide C1(CCCCC1)NC(=O)C=1SC=C(N1)C1=C(C=C(C(=C1)NC(=O)C1=CN(C(C=C1C(F)(F)F)=O)C)N1C[C@H](N([C@H](C1)C)C)C)F |r|